silver glucose O=C[C@H](O)[C@@H](O)[C@H](O)[C@H](O)CO.[Ag]